2-ethyl-hexene C(C)C(=C)CCCC